4-(4-(3-((7-(3-(tert-butyl)ureido)-6-(3,5-dimethoxyphenyl)pyrido[2,3-d]pyrimidin-2-yl)amino)propyl)piperazin-1-yl)butanoic acid C(C)(C)(C)NC(NC=1C(=CC2=C(N=C(N=C2)NCCCN2CCN(CC2)CCCC(=O)O)N1)C1=CC(=CC(=C1)OC)OC)=O